O[C@@H](CN(C1CCNCC1)C[C@@H]([C@H]([C@@H]([C@@H](CO)O)O)O)O)[C@H]([C@@H]([C@@H](CO)O)O)O 4-{bis[(2S,3R,4R,5R)-2,3,4,5,6-pentahydroxyhexyl]amino}piperidine